FC(C1=NC(=NO1)C1=CC=C(C=C1)CN1C(=NC2=C1C=CC=C2)C(F)(F)F)(F)F 5-(trifluoromethyl)-3-[4-[[2-(trifluoromethyl)benzimidazol-1-yl]methyl]phenyl]-1,2,4-oxadiazole